(2R,4R)-4-((4-bromo-5-chlorothien-2-yl)methyl)-1-(tert-butoxycarbonyl)pyrrolidine-2-carboxylic acid BrC=1C=C(SC1Cl)C[C@H]1C[C@@H](N(C1)C(=O)OC(C)(C)C)C(=O)O